5-bromo-3-[1-(3-fluoro-2-methoxy-phenyl)-ethoxy]-pyridin-2-ylamine BrC=1C=C(C(=NC1)N)OC(C)C1=C(C(=CC=C1)F)OC